C(C)(C)(C)OC(=O)N1C[C@H]([C@@H](CC1)O)C.C1(=CC=CC=C1)[Si](OCC)(OCC)OCC monophenyl-triethoxysilane tert-butyl-(3R,4R)-4-hydroxy-3-methylpiperidine-1-carboxylate